(1S,3S,5S)-2-azabicyclo[3.1.0]hexane-3-formamide [C@H]12N[C@@H](C[C@@H]2C1)C(=O)N